FC1=CC=C(C=C1)C(CCCN1C[C@@H]2[C@@H](N3CCN(C=4C=CC=C2C34)C)CC1)=O 1-(4-fluorophenyl)-4-[(6bR,10aS)-2,3,6b,9,10,10a-hexahydro-3-methyl-1H-pyrido[3',4':4,5]pyrrolo[1,2,3-de]quinoxalin-8(7H)-yl]1-butanone